BrC1=CN=C(N(C1=O)CC(=O)OC(C)(C)C)SC tert-butyl 2-(5-bromo-2-(methylthio)-6-oxopyrimidin-1(6H)-yl)acetate